OC1=C(C(=CC(=C1)C)C)C1=CN=C(N=N1)N[C@H]1CN(CCC1)CC(=O)N[C@H](CO)C 2-((R)-3-((6-(2-hydroxy-4,6-dimethylphenyl)-1,2,4-triazin-3-yl)amino)piperidin-1-yl)-N-((S)-1-hydroxypropan-2-yl)acetamide